C(C)(=O)N1CC(OCC1)CC(=O)O 2-(4-acetylmorpholin-2-yl)acetic acid